COC1=CC=C(C=C1)C(OC[C@@H](C(=O)O)NC(=O)OCC1C2=CC=CC=C2C=2C=CC=CC12)(C1=CC=CC=C1)C1=CC=C(C=C1)OC (2S)-3-[bis(4-methoxyphenyl)-phenyl-methoxy]-2-(9H-fluoren-9-ylmethoxycarbonylamino)propionic acid